1-((2S,3R,4S)-4-fluoro-2-(hydroxymethyl)-3-methylpyrrolidin-1-yl)ethan-1-one F[C@H]1[C@@H]([C@H](N(C1)C(C)=O)CO)C